3-(4-bromo-2,6-difluoro-phenyl)prop-2-enal BrC1=CC(=C(C(=C1)F)C=CC=O)F